N-(4-(1-(4-chlorobenzoyl)-3-methyl-1,2,3,6-tetrahydropyridin-4-yl)-1H-pyrrolo[2,3-b]pyridin-6-yl)cyclopropylcarboxamide ClC1=CC=C(C(=O)N2CC(C(=CC2)C2=C3C(=NC(=C2)NC(=O)C2CC2)NC=C3)C)C=C1